(3R)-3-[(1S)-2-tert-butoxy-1-[[3-(3-hydroxypropionylamino)phenyl]methyl]-2-oxoethyl]pyrrolidine-1-carboxylic acid tert-butyl ester C(C)(C)(C)OC(=O)N1C[C@H](CC1)[C@@H](C(=O)OC(C)(C)C)CC1=CC(=CC=C1)NC(CCO)=O